2-(4-cyclopropyl-6-methoxy-pyrimidin-5-yl)-4-[[4-[3-(difluoromethyl)-5-methoxy-pyrazol-1-yl]phenyl]methoxy]-5-methoxy-pyrimidine C1(CC1)C1=NC=NC(=C1C1=NC=C(C(=N1)OCC1=CC=C(C=C1)N1N=C(C=C1OC)C(F)F)OC)OC